C(C)OC(=O)C1=CC2=C(S1)C=C(C(=C2)N)OC 5-Amino-6-methoxybenzo[b]thiophene-2-carboxylic acid ethyl ester